N1-(6-(4-(3-([1,1'-Biphenyl]-2-ylethynyl)-1H-indazole-5-carbonyl)piperazin-1-yl)pyridin-3-yl)-N4-methylcyclohexane-1,4-dicarboxamide C1(=C(C=CC=C1)C#CC1=NNC2=CC=C(C=C12)C(=O)N1CCN(CC1)C1=CC=C(C=N1)NC(=O)C1CCC(CC1)C(=O)NC)C1=CC=CC=C1